N8-(3-chloro-5-(trifluoromethyl)phenyl)-N2-cyclobutyl-9-(piperidin-4-yl)-9H-purine-2,8-diamine ClC=1C=C(C=C(C1)C(F)(F)F)NC=1N(C2=NC(=NC=C2N1)NC1CCC1)C1CCNCC1